FC(C1=NC(=NC(=N1)C(F)(F)F)N1[C@@H](C=2NC3=CC=C(C=C3C2CC1)Cl)C[C@@H](CCO)O)(F)F (3S)-4-{(1R)-2-[4,6-bis(trifluoromethyl)-1,3,5-triazin-2-yl]-6-chloro-2,3,4,9-tetrahydro-1H-pyrido[3,4-b]indol-1-yl}butane-1,3-diol